5-((4-(1H-imidazol-1-yl)benzyl)oxy)-N-(diphenylmethylene)pyridazin-3-amine N1(C=NC=C1)C1=CC=C(COC=2C=C(N=NC2)N=C(C2=CC=CC=C2)C2=CC=CC=C2)C=C1